C(#N)CCOP([O-])(=O)N(C(C)C)C(C)C 2-cyanoethyl-N,N-diisopropylphosphoramidate